COC1=C(C=C2C(=NC=NC2=C1)C=1C(=NN(C1)C)C1=CC=CC=C1)OC1COCC1 7-Methoxy-4-(1-methyl-3-phenyl-1H-pyrazol-4-yl)-6-((tetrahydrofuran-3-yl)oxy)quinazoline